BrC1=C(C=CC=C1)C1=NC(=NO1)C1=CC2=C(N(N=N2)CC(=O)O)C=C1 2-[5-[5-(2-bromophenyl)-1,2,4-oxadiazol-3-yl]Benzotriazol-1-yl]Acetic acid